BrCCCCCCCCCC bromodecan